C=1CC(C2=CC=CC=3C4=CC=CC=C4C1C23)=N fluoranthene-3-imine